FC=1C(=C(C=C(C1)C)O)C=1C=2N(C(=NN1)N[C@H]1CN(CCC1)C)C=CC2 (R)-3-Fluoro-5-methyl-2-(4-((1-methylpiperidin-3-yl)amino)pyrrolo[1,2-d][1,2,4]triazin-1-yl)phenol